FC(C=1C=C(C2=C(NC=N2)C1)C1=CC(=CC=C1)C(F)(F)F)(F)F 6-(trifluoromethyl)-4-(3-(trifluoromethyl)phenyl)-1H-benzo[d]imidazole